5,7-dioxo-2,3,5,7,11,11a-hexahydro[1,3]oxazolo[3,2-a]pyrido[1,2-d]pyrazine-8-carboxamide sodium salt [Na+].O=C1C=2N(CC3N1CCO3)C=C(C(C2)=O)C(=O)[NH-]